FC(C(=O)O)(F)F.C1(CC12CCNCC2)C(=O)O 6-azaspiro[2.5]octane-1-carboxylic acid trifluoroacetate salt